dicyclohexyl-(3-methylphenyl)phosphine C1(CCCCC1)P(C1=CC(=CC=C1)C)C1CCCCC1